FC1=CC2=C(NC(=N2)C[C@H](C(=O)N[C@H]2C3=C(CN4N(C2=O)CCC4)C=CC=C3)CCC)C(=C1)C (R)-2-((5-fluoro-7-methyl-1H-benzo[d]imidazol-2-yl)methyl)-N-((S)-11-oxo-2,3,10,11-tetrahydro-1H,5H-benzo[d]pyrazolo[1,2-a][1,2]diazepin-10-yl)pentanamide